C(C)(=O)C=1C=C2C(=NC(=NC2=C(C1C1=CC(=CC2=CC=C(C(=C12)F)F)OCOC)F)OCC(F)(F)F)N1C[C@H]2CC[C@@H](C1)N2C(=O)OC(C)(C)C tert-butyl (1R,5S)-3-(6-acetyl-7-(7,8-difluoro-3-(methoxymethoxy)naphthalene-1-yl)-8-fluoro-2-(2,2,2-trifluoroethoxy)quinazolin-4-yl)-3,8-diazabicyclo[3.2.1]Octane-8-carboxylate